hexahydro-4,7-methylene-2H-isoindol-1,3-dione hydrochloride Cl.C1C2C3C(NC(C3C1CC2)=O)=O